(5-((6-morpholinopyridin-3-yl)oxy)thiazol-2-yl)cyclobutane-1-carboxamide O1CCN(CC1)C1=CC=C(C=N1)OC1=CN=C(S1)C1(CCC1)C(=O)N